P(O)(O)(O)=S.ClC=1C=NN(C1CC1N(C(C2=CC=CC=C12)=O)CC1=CC2=C(N(C=N2)C)C=C1)C 3-((4-chloro-1-methyl-1H-pyrazol-5-yl)methyl)-2-((1-methyl-1H-benzo[d]imidazol-5-yl)methyl)isoindolin-1-one phosphorothioate